C(OC=1C(=NC=CC1OC)C(N[C@@H](C)C1=NC(=NO1)C1=CC=C(C=C1)C(C)C)=O)(OCC(C)C)=O (S)-2-((1-(3-(4-isopropylphenyl)-1,2,4-oxadiazol-5-yl)ethyl)carbamoyl)-4-methoxypyridin-3-yl isobutyl carbonate